N-(1-(2-(((1H-pyrrolo[3,2-c]pyridine-2-yl)methyl)amino)-2-oxoethyl)-6-oxo-2-phenyl-1,6-dihydropyrimidin-5-yl)-2-(3-fluorophenyl)oxazole-4-carboxamide N1C(=CC=2C=NC=CC21)CNC(CN2C(=NC=C(C2=O)NC(=O)C=2N=C(OC2)C2=CC(=CC=C2)F)C2=CC=CC=C2)=O